C(N)(SN1CCN(CC1)CC)=S.[Cu+2] copper (II) N'-ethyl-N-piperazinyl dithiocarbamate